(R)-2-((1-(2-(4-(2-cyclopropylacetyl)piperazin-1-yl)-3,7-dimethyl-4-oxo-4H-pyrido[1,2-a]pyrimidin-9-yl)ethyl)amino)benzoic acid C1(CC1)CC(=O)N1CCN(CC1)C=1N=C2N(C(C1C)=O)C=C(C=C2[C@@H](C)NC2=C(C(=O)O)C=CC=C2)C